methyl 4-[[2-[4-[2-[(4-cyano-2-fluoro-phenyl)methoxy]-3-pyridyl]-2,5-difluoro-phenyl]acetyl]amino]-3-[[(2S)-oxetan-2-yl]methylamino]benzoate C(#N)C1=CC(=C(C=C1)COC1=NC=CC=C1C1=CC(=C(C=C1F)CC(=O)NC1=C(C=C(C(=O)OC)C=C1)NC[C@H]1OCC1)F)F